ClC1=C(C=C(OCC(=O)NC23CC(C2)(C3)C(=O)NCC=3C=NC(=CC3)C#N)C=C1)F 3-[2-(4-chloro-3-fluorophenoxy)acetamido]-N-[(6-cyanopyridin-3-yl)methyl]bicyclo[1.1.1]pentane-1-carboxamide